ClC=1C=C2C(=NC1Cl)NN=C2 5,6-dichloro-1H-pyrazolo[3,4-b]pyridine